C(CC)(=O)OCC(=O)OC(C)C1CC(CC1)(C)C 2-(1-(3,3-dimethylcyclopentyl) ethoxy)-2-oxoethyl propionate